CC(CC(=O)N1C[C@H]2OC=3C=C(N=C(NS(C4=CC=CC(C(N(CC1)C2)=O)=C4)(=O)=O)N3)C3=C(C=CC=C3C)C)(C)C (16R)-18-(3,3-Dimethylbutanoyl)-12-(2,6-dimethylphenyl)-15-oxa-8λ6-thia-1,9,11,18,22-pentaazatetracyclo[14.4.1.13,7.110,14]tricosa-3(23),4,6,10,12,14(22)-hexaene-2,8,8-trione